NCCCNCC[Si](OCCC)(OCCC)OCCC N-(gamma-aminopropyl)-beta-aminoethyl-tripropoxysilane